C(C)OC(C(=CC1=CN=C(S1)C1=CC=CC=C1)N=[N+]=[N-])=O 2-azido-3-(2-phenylthiazol-5-yl)prop-2-enoic acid ethyl ester